C(C)(=O)N1C[C@H](CCC1)NC(C(=O)C1=C(C(=C(N1C)C)C(=O)NC1=CC(=C(C=C1)F)C)C)=O (S)-5-(2-((1-acetylpiperidin-3-yl)amino)-2-oxoacetyl)-N-(4-fluoro-3-methylphenyl)-1,2,4-trimethyl-1H-pyrrole-3-carboxamide